5-{(1-benzoyl-4-hydroxypiperidin-4-yl)methyl}-1-(4-fluoro-3-(4-methylpiperazin-1-yl)phenyl)-1H-pyrazolo[3,4-d]pyrimidin-4(5H)-one C(C1=CC=CC=C1)(=O)N1CCC(CC1)(O)CN1C=NC2=C(C1=O)C=NN2C2=CC(=C(C=C2)F)N2CCN(CC2)C